FC(OC1=C(C=C(C=C1)OC=1C=NN(C1)CC1(CN2CCC1CC2)O)C2=NN(C=C2NC(=O)C=2C=NN1C2N=CC=C1)C)F N-[3-[2-(difluoromethoxy)-5-[1-[(3-hydroxyquinuclidin-3-yl)methyl]pyrazol-4-yl]oxy-phenyl]-1-methyl-pyrazol-4-yl]pyrazolo[1,5-a]pyrimidine-3-carboxamide